(R)-3-hydroxybutyric acid sodium [Na].O[C@@H](CC(=O)O)C